CC(CCN(CCS(=O)(=O)O)C)CCCC(C)C 2-((3,7-Dimethyloctyl)(methyl)amino)ethane-1-sulfonic acid